2-(3,6-diazabicyclo[3.1.1]heptan-3-yl)-7-(thiazol-2-yl)-5-((5-(trifluoromethyl)pyridin-2-yl)oxy)benzo[d]oxazole C12CN(CC(N1)C2)C=2OC1=C(N2)C=C(C=C1C=1SC=CN1)OC1=NC=C(C=C1)C(F)(F)F